N-(2-(dimethylamino)ethyl)-3-(3-(piperidine-1-carbonyl)pyrazolo[1,5-a]Pyridin-7-yl)benzamide CN(CCNC(C1=CC(=CC=C1)C1=CC=CC=2N1N=CC2C(=O)N2CCCCC2)=O)C